3-((S)-3,3,3-trifluoro-2-hydroxypropyl)-1,3-dihydro-2H-imidazol-2-one FC([C@H](CN1C(NC=C1)=O)O)(F)F